5,16-androstadien C[C@@]12C=CC[C@H]1[C@@H]1CC=C3CCCC[C@]3(C)[C@H]1CC2